N-(5-((5-((5-fluoropyrimidin-2-yl)methyl)-2-methylpiperidin-1-yl)methyl)thiazol-2-yl)acetamide FC=1C=NC(=NC1)CC1CCC(N(C1)CC1=CN=C(S1)NC(C)=O)C